O[C@@H]1[C@H](NCCC1)CCCN1C=NC=2N(C(N(C(C12)=O)C)=O)C 7-(3-((2R,3S)-3-hydroxypiperidin-2-yl)propyl)-1,3-dimethyl-1H-purine-2,6(3H,7H)-dione